Methyl 2-((6-(6-(benzyloxy) pyridin-2-yl)-3-azabicyclo[4.1.0]hept-3-yl) methyl)-1-((S)-oxetan-2-ylmethyl)-1H-benzo[d]imidazole-6-carboxylate C(C1=CC=CC=C1)OC1=CC=CC(=N1)C12CCN(CC2C1)CC1=NC2=C(N1C[C@H]1OCC1)C=C(C=C2)C(=O)OC